[4-[6-(4-fluorophenyl)-2-(3-hydroxypropyl)pyrazolo[3,4-b]pyridin-5-yl]pyrimidin-2-ylamino]propan FC1=CC=C(C=C1)C=1C(=CC=2C(N1)=NN(C2)CCCO)C2=NC(=NC=C2)NCCC